4-[5-[1-(difluoromethyl)pyrazol-4-yl]benzimidazol-1-yl]-2,6-dimethoxy-N-(2,2,2-trifluoroethyl)benzamide FC(N1N=CC(=C1)C1=CC2=C(N(C=N2)C2=CC(=C(C(=O)NCC(F)(F)F)C(=C2)OC)OC)C=C1)F